N1(CCOCC1)C1=NC=2N(C(=N1)NCC(=O)NN)N=CC2C(F)(F)F 2-{[2-(Morpholin-4-yl)-8-(trifluoromethyl)pyrazolo[1,5-a][1,3,5]triazin-4-yl]amino}acethydrazide